oxalic hydrazide C(C(=O)O)(=O)NN